C(C1=CC=CC=C1)OC(N[C@@H]1C(N(C[C@H]1C=1C(=CC2=C(CCO2)C1)F)CCO[Si](C)(C)C(C)(C)C)=O)=O |o1:10,14| ((3S*,4R*)-1-{2-[(tert-butyldimethyl-silyl)oxy]ethyl}-4-(6-fluoro-2,3-dihydro-benzofuran-5-yl)-2-oxopyrrolidin-3-yl)carbamic acid benzyl ester